methyl 3-((2-chloro-4-((5-cyclopropyl-3-(2,6-dichlorophenyl) isoxazol-4-yl) methoxy) phenyl) ethynyl)-5-iodobenzoate ClC1=C(C=CC(=C1)OCC=1C(=NOC1C1CC1)C1=C(C=CC=C1Cl)Cl)C#CC=1C=C(C(=O)OC)C=C(C1)I